C(#N)C=1C=C(C=CC1)C1=NN2C(N=C(C=C2)CN2CCN(CC2)C(=O)OC(C)(C)C)=C1C1=CC(=NC(=C1)C)C tert-Butyl 4-[[2-(3-cyanophenyl)-3-(2,6-dimethyl-4-pyridyl)pyrazolo[1,5-a]pyrimidin-5-yl]methyl]piperazine-1-carboxylate